C(C)(C)(C)OC(=O)N(CC(=O)O)C[C@@H]([C@@H]([C@H]([C@H](C)O)OCC1=CC=CC=C1)OCC1=CC=CC=C1)OCC1=CC=CC=C1 N-(tert-butoxycarbonyl)-N-((2S,3S,4S,5S)-2,3,4-tris(benzyloxy)-5-hydroxyhexyl)-glycine